CNC(C(=O)[O-])CCNC 2,4-dimethylaminobutyrate